N1=C(C=CC=C1)SSCCO 2-(2-pyridyldithio)-ethanol